CS(=O)(=O)NC=1C=C(C=CC1)NC(C1=CC=C(C=C1)N1CCCC1)=O N-(3-(methylsulfonamido)phenyl)-4-(pyrrolidin-1-yl)benzamide